diphenyl-10,10'-dibromo-9,9'-bianthracene C1(=CC=CC=C1)C1=C(C2=C(C3=CC=CC=C3C(=C2C=C1)Br)C=1C2=CC=CC=C2C(=C2C=CC=CC12)Br)C1=CC=CC=C1